FC1(CC(CC1)CN1N=C(C(=C1C(=O)NC1=CC(=CC=C1)S(N)(=O)=O)C(F)(F)F)C)F 1-((3,3-difluorocyclopentyl)methyl)-3-methyl-N-(3-sulfamoylphenyl)-4-(trifluoromethyl)-1H-pyrazole-5-carboxamide